(S)-2-((5-chloro-4-(3-(1-(trifluoromethyl)cyclobutyl)-6,7-dihydro-5H-pyrrolo[1,2-a][1,2,4]triazolo[3,4-c][1,4]diazepin-10-yl)pyridin-2-yl)amino)propan-1-ol ClC=1C(=CC(=NC1)N[C@H](CO)C)C=1C=C2N(CCCN3C2=NN=C3C3(CCC3)C(F)(F)F)C1